Cl.FC(C1(CCOCC1)N)(F)F 4-(trifluoromethyl)tetrahydropyran-4-amine hydrochloride